(R)-2-((1-(2-cyano-7-methyl-3-(pyridin-3-yl)quinolin-5-yl)ethyl)amino)Benzoic acid C(#N)C1=NC2=CC(=CC(=C2C=C1C=1C=NC=CC1)[C@@H](C)NC1=C(C(=O)O)C=CC=C1)C